OCC1=CC=C(C=C1)NC([C@H](C)NC([C@H](C(C)C)NC(OCC1C2=CC=CC=C2C=2C=CC=CC12)=O)=O)=O (9H-fluoren-9-yl)-methyl ((S)-1-(((S)-1-((4-(hydroxymethyl) phenyl) amino)-1-oxopropan-2-yl) amino)-3-methyl-1-oxobutan-2-yl)-carbamate